C(CC)(=O)OC1=CC(=C(C(=C1)C(C)(C)C)O)C(C)(C)C 3,5-di-tert-butyl-4-hydroxyphenyl propionate